BrC1=CC=C(C=C1)C1=CC=C(C=C1)C1=CC(=C(C(O1)=O)C#N)SC 6-(4'-bromo-[1,1'-biphenyl]-4-yl)-4-(methylthio)-2-oxo-2H-pyran-3-carbonitrile